N1=CC=NC2=CC(=CC=C12)C1=CC(=NN1)CC(=O)N 5-(quinoxalin-6-yl)-1H-pyrazole-3-carboxyamide